FC=1C(=CC(=NC1)NC1=NC=CC(=C1)CS(=O)(=N)C)C1=C(C=C(C=C1)F)OC (+)-5-fluoro-4-(4-fluoro-2-methoxyphenyl)-N-[4-[(methylsulfonimidoyl)methyl]pyridin-2-yl]pyridin-2-amine